tert-Butyl (R)-(1-(1-methyl-6-nitro-1H-indazol-3-yl)piperidin-3-yl)carbamate CN1N=C(C2=CC=C(C=C12)[N+](=O)[O-])N1C[C@@H](CCC1)NC(OC(C)(C)C)=O